5-(ethylsulfanyl)-6-[3-methyl-6-(1,1,2,2,2-pentafluoroethyl)imidazo[4,5-b]pyridin-2-yl]pyridin-3-ylboronic acid C(C)SC=1C=C(C=NC1C1=NC=2C(=NC=C(C2)C(C(F)(F)F)(F)F)N1C)B(O)O